C1(CC1)CCC1=C(C(=NN1C=1SC=C(N1)C(=O)O)C=1C=C(C=CC1)C1=CC=C(C=C1)C(C(F)(F)F)(F)F)CC1=CC(=C(C=C1)S(N)(=O)=O)F 2-(5-(2-cyclopropylethyl)-4-(3-fluoro-4-sulfamoylbenzyl)-3-(4'-(perfluoroethyl)-[1,1'-biphenyl]-3-yl)-1H-pyrazol-1-yl)thiazole-4-carboxylic acid